N1,N3-bis(3,5-di(t-butyl)phenyl)-2-chloro-5-methylbenzene-1,3-diamine C(C)(C)(C)C=1C=C(C=C(C1)C(C)(C)C)NC1=C(C(=CC(=C1)C)NC1=CC(=CC(=C1)C(C)(C)C)C(C)(C)C)Cl